nonyl 8-((9,9-bis(((Z)-non-6-en-1-yl)oxy)nonyl)(2-hydroxyethyl)amino)octanoate C(CCCC\C=C/CC)OC(CCCCCCCCN(CCCCCCCC(=O)OCCCCCCCCC)CCO)OCCCCC\C=C/CC